ClC1=CC=C(C(=O)N([C@@H](C(C)C)CN2CCCCC2)C)C=C1 4-Chloro-N-methyl-N-[(1S)-2-methyl-1-(piperidin-1-ylmethyl)propyl]benzamide